N-[(2R,3R)-1-[2-[3-Cyclopropyl-5-(trifluoromethyl)pyrazol-1-yl]acetyl]-2-[2-methyl-3-(trideuteriomethoxy)phenyl]pyrrolidin-3-yl]-1-methyl-imidazole-2-carboxamide C1(CC1)C1=NN(C(=C1)C(F)(F)F)CC(=O)N1[C@@H]([C@@H](CC1)NC(=O)C=1N(C=CN1)C)C1=C(C(=CC=C1)OC([2H])([2H])[2H])C